COC1=CC=C(C=C1)C(C(=O)N)CCCCC(=O)N (4-methoxyphenyl)pimelamide